C(C)(C)(C)OC(=O)N1[C@@H]([C@@H]2C[C@@H]2C1)C(=O)O (1R,2S,5S)-3-(tert-butyloxycarbonyl)-3-azabicyclo[3.1.0]Hexane-2-carboxylic acid